CC1=C(C=CC=C1C)C1=CC(=C(C(=O)N)C=C1)C=1SC=CN1 4-(2,3-dimethylphenyl)-(2-thiazolyl)benzamide